2-(2-(chloromethyl)allyl)azetidine-2-carboxylic acid methyl ester COC(=O)C1(NCC1)CC(=C)CCl